O=C1NC(CCC1N1C(C2=C(C1)C=C(S2)CNC(=S)NCCC2=CC=CC=C2)=O)=O 1-((5-(2,6-dioxopiperidin-3-yl)-6-oxo-5,6-dihydro-4H-thieno[2,3-c]pyrrol-2-yl)methyl)-3-phenethylthiourea